C(CCCCCCCCCCCCCCC)(=O)OCC(O)CO Monoglyceryl monopalmitate